C(C=C)OC(=O)N1C[C@H]2N(C(C3=C1C=C(C(=C3)OC)OCCCCCBr)=O)C=C(C2)C2=CC=C(C=C2)OC (S)-8-((5-bromopentyl)oxy)-7-methoxy-2-(4-methoxyphenyl)-5-oxo-11,11a-dihydro-1H-benzo[e]pyrrolo[1,2-a][1,4]diazepin-10(5H)-carboxylic acid allyl ester